BrCC1=C(C=C(C=C1)I)F 1-(bromomethyl)-2-fluoro-4-iodobenzene